C(C)(C)(C)OC(=O)N1C2CC(C1)(C2)C=2NC(C=CN2)=O 4-(6-oxo-1,6-dihydropyrimidin-2-yl)-2-azabicyclo[2.1.1]hexane-2-carboxylic acid tert-butyl ester